C1(=CC=C(C=C1)C(C(C)(C)Cl)=O)C1=CC=CC=C1 1-([1,1'-biphenyl]-4-yl)-2-chloro-2-methylpropan-1-one